N-(4-(2-(((3S,5S)-5-(difluoro-methyl)-5-methylpiperidin-3-yl)amino)-8-isopropylpyrido[3,2-d]pyrimidin-6-yl)-2-fluorophenyl)-3,3,3-trifluoropropane-1-sulfonamide FC([C@]1(C[C@@H](CNC1)NC=1N=CC2=C(N1)C(=CC(=N2)C2=CC(=C(C=C2)NS(=O)(=O)CCC(F)(F)F)F)C(C)C)C)F